Ethyl 2-(1,3-benzodioxol-5-ylcarbonyl)-3-(phenylamino)prop-2-enoate O1COC2=C1C=CC(=C2)C(=O)C(C(=O)OCC)=CNC2=CC=CC=C2